1-benzyl-6-(butylamino)-5-methyl-3-phenyl-3,5-dihydroimidazo[4,5-c][1,2]thiazin-4(1H)-one 2,2-dioxide C(C1=CC=CC=C1)N1S(C(C(C2=C1N=C(N2C)NCCCC)=O)C2=CC=CC=C2)(=O)=O